C(C)(C)(C)C=1C=C(C=C(C1O)C)C 6-t-Butyl-2,4-xylenol